N1(CC=CC2=CC=CC=C12)C(=O)[O-] quinoline-1(2H)-carboxylate